FC(C)(F)C1=NC(=CC(=N1)N1CC2(C=3C=NC(=CC31)NC(C)=O)CC2)NCC2(CC2)OC N-(1'-(2-(1,1-difluoroethyl)-6-(((1-methoxycyclopropyl)methyl)amino)pyrimidin-4-yl)-1',2'-dihydrospiro[cyclopropane-1,3'-pyrrolo[3,2-c]pyridin]-6'-yl)acetamide